3-aminothiolane NC1CSCC1